C(C)(C)(C)OC(N[C@H](C)C#N)=O (R)-(1-cyanoethyl)carbamic acid tert-butyl ester